C(#N)N1C[C@H](CC1)C(=O)NC=1SC(=CN1)C1=CC(=CC=C1)C(N(C)C)=O (S)-1-cyano-N-(5-(3-(dimethylcarbamoyl)phenyl)thiazol-2-yl)pyrrolidine-3-carboxamide